methyl (3S)-3-(6-chloro-4-(2,6-dimethylphenyl)pyridin-2-yl)-3-(2-(5-(2-((R)-3-fluoropyrrolidin-1-yl)ethyl)-2-oxo-4-(trifluoromethyl)pyridin-1(2H)-yl)-4-methylpentanamido)propanoate ClC1=CC(=CC(=N1)[C@H](CC(=O)OC)NC(C(CC(C)C)N1C(C=C(C(=C1)CCN1C[C@@H](CC1)F)C(F)(F)F)=O)=O)C1=C(C=CC=C1C)C